Hydroxyacetic Acid Ethyl Ester C(C)OC(CO)=O